C1(=CC=CC=C1)NC(OC1CN(CC1)C=1SC(=CC1)/C=C/1\C(=NOC1=O)C(F)(F)F)=O (E)-1-(5-((5-oxo-3-(trifluoromethyl)isoxazol-4(5H)-ylidene)methyl)thiophen-2-yl)pyrrolidin-3-yl phenylcarbamate